2-(3,4-dichlorophenyl)-1-(2-methoxyethyl)-4-oxo-6-[[3-(trifluoromethyl)pyrazol-1-yl]methyl]pyridine-3-carboxylic acid ClC=1C=C(C=CC1Cl)C=1N(C(=CC(C1C(=O)O)=O)CN1N=C(C=C1)C(F)(F)F)CCOC